FC1=CC=C(C=C1)C1=C(N=C(C2=CC(=CC=C12)OC)O[C@@H]1CNCC1)C(C)C 4-(4-fluorophenyl)-3-isopropyl-7-methoxy-1-[(3S)-pyrrolidin-3-yl]oxy-isoquinoline